(3S,4S)-1-(4-(((R)-1,4-bis(hexylamino)-1,4-dioxobutan-2-yl)carbamoyl)benzoyl)-N3,N4-bis((1S,2R)-2-phenylcyclopropyl)pyrrolidine-3,4-dicarboxamide C(CCCCC)NC([C@@H](CC(=O)NCCCCCC)NC(=O)C1=CC=C(C(=O)N2C[C@H]([C@@H](C2)C(=O)N[C@@H]2[C@H](C2)C2=CC=CC=C2)C(=O)N[C@@H]2[C@H](C2)C2=CC=CC=C2)C=C1)=O